CN1CCN(CC1)C1=C2C(=NC=C1)C(=CN2)C2=NC=CC=C2 7-(4-methylpiperazin-1-yl)-3-(pyridin-2-yl)-1H-pyrrolo[3,2-b]pyridin